CCN(CC)N(N=O)[O-] The molecule is an organic anion that is the conjugate base of 1,1-diethyl-2-hydroxy-3-oxotriazane, obtained by deprotonation of the N-hydroxy group. It is a conjugate base of a 1,1-diethyl-2-hydroxy-3-oxotriazane.